[Na+].C(=O)([O-])C1=C(C=CC=C1)C=1C(=C(C=C(C1)S(=O)(=O)[O-])N=NC1=CC=CC=C1)O 2-carboxy-2'-hydroxy-5'-sulphophenylazo-benzene monosodium salt